C(#N)C=1C=CC2=C(OCO2)C1 6-cyano-1,3-benzodioxol